3-chloro-7-phenyldibenzo[b,d]furan ClC=1C=CC2=C(OC3=C2C=CC(=C3)C3=CC=CC=C3)C1